4-((4-aminophenyl)thio)-3-ethoxybenzenamine NC1=CC=C(C=C1)SC1=C(C=C(C=C1)N)OCC